ClC=1C=C(C=CC1C(F)(F)F)NC(=O)N1C2CCC1CC1=C2C=CC=C1 (±)-N-(3-chloro-4-(trifluoromethyl)phenyl)-6,7,8,9-tetrahydro-5H-5,8-epiminobenzo[7]annulene-10-carboxamide